ytterbium sodium trifluoroacetate FC(C(=O)[O-])(F)F.[Na+].[Yb+3].FC(C(=O)[O-])(F)F.FC(C(=O)[O-])(F)F.FC(C(=O)[O-])(F)F